P(O)(O)O.OC1=CC=C(C=C1)C(C)(C)C1=CC=C(C=C1)O.OC1=CC=C(C=C1)C(C)(C)C1=CC=C(C=C1)O.OC1=CC=C(C=C1)C(C)(C)C1=CC=C(C=C1)O tribisphenol A phosphite